FC(C1CCN(CC1)C(=O)OC(C)(C)C)C1=CC(=CC=C1)CO tert-Butyl 4-(fluoro(3-(hydroxymethyl)phenyl)methyl)piperidine-1-carboxylate